3-cyclopropyl-8-fluoro-N-[6-(4-isopropyl-4H-1,2,4-triazol-3-yl)pyridin-2-yl]-5-[1-(trifluoromethyl)cyclopropaneformyl]-5,6-dihydro-4H-benzo[f]imidazo[1,5-a][1,4]diazepine-9-carboxamide C1(CC1)C=1N=CN2C1CN(CC1=C2C=C(C(=C1)F)C(=O)NC1=NC(=CC=C1)C1=NN=CN1C(C)C)C(=O)C1(CC1)C(F)(F)F